C(C)(=O)C1=C(C=C(C=C1)Cl)C1=CC(N(C=C1OC)C(C(=O)NC1=CC2=C(NC=N2)C=C1)CC1=CC=CC=C1)=O 2-(4-(2-acetyl-5-chlorophenyl)-5-methoxy-2-oxopyridin-1(2H)-yl)-N-(1H-benzo[d]imidazol-5-yl)-3-phenylpropanamide